[C@H]12N(CC(C=C1)C2)C(=O)C2=CC=1C(=NON1)C=C2 R-2-Azabicyclo[2.2.1]hept-5-en-2-yl([2,1,3]-benzoxadiazol-5-yl)methanone